O=C(CC1(CN(CC1)C(=O)OC(C)(C)C)C(=O)OCC)C 1-(tert-butyl) 3-ethyl 3-(2-oxopropyl)pyrrolidine-1,3-dicarboxylate